ethyl 6,7-dichloro-1-(cyanomethyl)-3-(1-tetrahydropyran-2-ylpyrazol-4-yl)indole-2-carboxylate ClC1=CC=C2C(=C(N(C2=C1Cl)CC#N)C(=O)OCC)C=1C=NN(C1)C1OCCCC1